CC(CC1CNCCN1)C 3-(2-methylpropyl)piperazine